FC(S(=O)(=O)OC1=C[C@@H](OC2=CC=CC=C12)CN([C@H](C)C1=CC=CC2=CC=CC=C12)C(=O)OC(C)(C)C)(F)F (R)-2-(((tert-butoxycarbonyl) ((R)-1-(naphthalen-1-yl)ethyl)amino)methyl)-2H-chromen-4-yl trifluoromethanesulfonate